C1(CC1)N1N=C2C=CC(=CC2=C1)C=1OC(=C(N1)N1C=CC=2C=CC=NC2C1=O)C1=CC=C(C=C1)C(F)(F)F 7-{2-(2-cyclopropyl-2H-indazol-5-yl)-5-[p-(trifluoromethyl)phenyl]-1,3-oxazol-4-yl}-1,7-diaza-8(7H)-naphthalenone